4-hydroxy-3-propoxy-1-propenylbenzene OC1=C(C=C(C=C1)C=CC)OCCC